FC(CCCCCCCCCCCCCCCOCCCO)(F)F 3-(16,16,16-trifluorohexadecyloxy)propan-1-ol